[NH4+].P(=O)(OCCN(CC1=CC=NS1)C(CCC1=CC(=CC=C1)OCCCCCCCCCC)=O)(O)O 2-[{3-[3-(Decyloxy)phenyl]propanoyl}(isothiazol-5-ylmethyl)amino]ethyl dihydrogen phosphate ammonium salt